CC(C)(C)OC(=O)N1CC2=C(C[C@H]1C(=O)O)C=CC(=C2)O Boc-7-hydroxy-(S)-1,2,3,4-tetrahydroisoquinoline-3-carboxylic acid